C(C=C)(=O)OCC1=C(C(=CC=C1)COC(C=C)=O)[N+](=O)[O-] (2-nitro-1,3-phenylene)-bis(methylene) diacrylate